3-((5-amino-1,3,4-thiadiazol-2-yl)oxy)-2,2-dimethylpropanenitrile NC1=NN=C(S1)OCC(C#N)(C)C